CN(C(CNC(=O)N1CC2=CC=CC=C2C1)C1=CC=CC=C1)C (-)-N-(2-(dimethylamino)-2-phenylethyl)isoindoline-2-carboxylic acid amide